FC(OC=1C(=CC2=C(N(C=N2)C2=CC=C(C(=N2)C(=O)N2[C@H](C[C@@H]2C)C)C(F)F)C1)NC=1N=NC(=CC1)C)F [6-[6-(difluoromethoxy)-5-[(6-methylpyridazin-3-yl)amino]benzimidazol-1-yl]-3-(difluoromethyl)-2-pyridyl]-[(2S,4S)-2,4-dimethylazetidin-1-yl]methanone